C(C)C1=CN=C(S1)C=1C=C(C(=O)N[C@H](C)C=2C=NC(=NC2)C(F)(F)F)C=C(C1)OC[C@H]1CN(CCO1)C 3-(5-ethyl-1,3-thiazol-2-yl)-5-[[(2R)-4-methylmorpholin-2-yl]methoxy]-N-{(1R)-1-[2-(trifluoromethyl)pyrimidin-5-yl]ethyl}benzamide